N-ethyl-acetamide hydrochloride Cl.C(C)NC(C)=O